Ethyl (S)-3-(3',5-Dimethoxybiphenyl-3-yl)-3-(3-(4-hydroxy-1,6-dimethyl-2-oxo-1,2-dihydropyridin-3-yl)ureido)propanoat COC=1C=C(C=CC1)C1=CC(=CC(=C1)OC)[C@H](CC(=O)OCC)NC(=O)NC=1C(N(C(=CC1O)C)C)=O